C(#N)C=1C2=C(SC1NC(=O)C1CC(C1)C(=O)OC)CCCC2 methyl (1s,3s)-3-((3-cyano-4,5,6,7-tetrahydrobenzo[b]thiophen-2-yl)carbamoyl)cyclobutane-1-carboxylate